CN1C(=NN=C1)[C@@H]1[C@@H](CC1)C=1C=C(C=CC1)N1C(C2=CC=CC(=C2C1)C(F)(F)F)=O |r| Racemic-cis-2-(3-(2-(4-methyl-4H-1,2,4-triazol-3-yl)cyclobutyl)phenyl)-4-(trifluoromethyl)isoindolin-1-one